(3R,5R,6s)-tert-butyl 3-(4-fluorobutyl)-2-oxo-5,6-diphenylmorpholine-4-carboxylate FCCCC[C@H]1N([C@@H]([C@@H](OC1=O)C1=CC=CC=C1)C1=CC=CC=C1)C(=O)OC(C)(C)C